C(C)OC=1C=C(C=C(C1)C1(CC(C1)C)C1=NN=CN1C)N1C(C2=CC(=CC(=C2C1)C(F)(F)F)CNC1(CCC1)C)=O 2-(3-ethoxy-5-((1r,3r)-3-methyl-1-(4-methyl-4H-1,2,4-triazol-3-yl)cyclobutyl)phenyl)-6-(((1-methylcyclobutyl)amino)methyl)-4-(trifluoromethyl)isoindolin-1-one